CN1[C@H](CCC1)C1=CC=2C=NC(=CC2N1COCC[Si](C)(C)C)NC(=O)C1=CC=2N(C=C1)C(=NC2)C2COC2 N-{2-[(2R)-1-methylpyrrolidin-2-yl]-1-{[2-(trimethylsilyl)ethoxy]methyl}pyrrolo[3,2-c]pyridin-6-yl}-3-(oxetan-3-yl)imidazo[1,5-a]pyridine-7-carboxamide